C(C)C1=C(N=C2C(=N1)N(C(=N2)C)C(CC)CC)C=2C=NC(=CC2OC)C(F)(F)F 6-ethyl-1-(1-ethylpropyl)-5-[4-methoxy-6-(trifluoromethyl)-3-pyridinyl]-2-methyl-1H-imidazo[4,5-b]pyrazine